Tert-butyl N-[2-[2-[2-[4-[[[2-(2,6-dioxo-3-piperidyl)-1,3-dioxo-isoindolin-5-yl]amino]methyl]triazol-1-yl]ethoxy]ethoxy]ethyl]carbamate O=C1NC(CCC1N1C(C2=CC=C(C=C2C1=O)NCC=1N=NN(C1)CCOCCOCCNC(OC(C)(C)C)=O)=O)=O